Gold (I) sodium sulfite S(=O)([O-])[O-].[Na+].[Au+]